COC1=CC=C2NC=C(CC(N)C)C2=C1 5-methoxy-alpha-methyltryptamine